(2S)-2-amino-3-(4-(2-amino-6-((R)-2,2,2-trifluoro-1-(3'-(2,2,2-trifluoroethoxy)-[1,1'-biphenyl]-4-yl)ethoxy)pyrimidine-4-yl)cyclohex-3-ene-1-yl)propionic acid hydrochloride Cl.N[C@H](C(=O)O)CC1CC=C(CC1)C1=NC(=NC(=C1)O[C@@H](C(F)(F)F)C1=CC=C(C=C1)C1=CC(=CC=C1)OCC(F)(F)F)N